N-Boc-2,5-dimethylpiperidin-4-one C(=O)(OC(C)(C)C)N1C(CC(C(C1)C)=O)C